(1R,3S)-3-(1-(tert-butyl)-5-(pyrazin-2-ylamino)-1H-pyrazol-3-yl)cyclopentan-1-ol C(C)(C)(C)N1N=C(C=C1NC1=NC=CN=C1)[C@@H]1C[C@@H](CC1)O